OCCOC1=NC2=C(N1C)C=C(C=C2)C(=O)O (2-hydroxyethoxy)-1-methyl-1H-benzo[d]imidazole-6-carboxylic acid